2-(1,1-Difluoroethyl)-pyridin-4-amine FC(C)(F)C1=NC=CC(=C1)N